(3R)-1-(7-(8-ethyl-7-fluoro-3-hydroxynaphthalen-1-yl)-8-fluoro-2-((3-methyl-3-azabicyclo[4.1.0]heptan-1-yl)methoxy)pyrido[4,3-d]pyrimidin-4-yl)-3-methylpiperidin-3-ol C(C)C=1C(=CC=C2C=C(C=C(C12)C1=C(C=2N=C(N=C(C2C=N1)N1C[C@@](CCC1)(O)C)OCC12CN(CCC2C1)C)F)O)F